CN(C=1C(C(C1N1CCCC1)=O)=O)CC1=CC=C(C=C1)C1=NOC(=N1)C(F)(F)F 3-(methyl(4-(5-(trifluoromethyl)-1,2,4-oxadiazol-3-yl)benzyl)amino)-4-(pyrrolidin-1-yl)cyclobut-3-ene-1,2-dione